COC=1C=C2[C@]3(C(NC2=CC1)=O)[C@@H](C3)C3=CC=C1C(=NNC1=C3)NC=3C=NN(C3)C (1R,2S)-5'-methoxy-2-{3-[(1-methyl-1H-pyrazol-4-yl)amino]-1H-indazol-6-yl}spiro[cyclopropan-1,3'-indol]-2'(1'H)-one